1-(2-aminopyridin-3-yl)-4-methylpent-2-yn-1-one NC1=NC=CC=C1C(C#CC(C)C)=O